4-methoxy-2,6-dimethylheptane COC(CC(C)C)CC(C)C